3-(perfluoro-5-methyloctyl)-2-hydroxypropyl acrylate C(C=C)(=O)OCC(CC(C(C(C(C(C(C(C(F)(F)F)(F)F)(F)F)(C(F)(F)F)F)(F)F)(F)F)(F)F)(F)F)O